3-(5-oxotetrahydrofuran-2-yl)-propionic acid O=C1CCC(O1)CCC(=O)O